3-(6-(Triisopropylsilyl)imidazo[4,5-d]pyrrolo[2,3-b]pyridin-1(6H)-yl)bicyclo[1.1.1]pentan-1-amine C(C)(C)[Si](N1C=CC=2C1=NC=C1C2N(C=N1)C12CC(C1)(C2)N)(C(C)C)C(C)C